CC1=C(C=C(C=C1)C)S(=O)(=O)N 2,5-dimethylbenzenesulfonamide